alpha-pinyl-isobutyraldehyde C12(C(CCC(C1(C)C)C2)C)C(C=O)(C)C